(S)-2-((1-(5-(3-isopropylphenyl)-1-methyl-1,2,4-triazol-3-yl)ethyl)carbamoyl)-4-methoxypyridin-3-yl isobutyrate C(C(C)C)(=O)OC=1C(=NC=CC1OC)C(N[C@@H](C)C1=NN(C(=N1)C1=CC(=CC=C1)C(C)C)C)=O